2-methoxy-4-((1-methylpyrrolidin-3-yl)oxy)-N-((5-(thiophen-2-yl)-1,3,4-oxadiazol-2-yl)methyl)benzamide COC1=C(C(=O)NCC=2OC(=NN2)C=2SC=CC2)C=CC(=C1)OC1CN(CC1)C